4-methylvinylcyclobutene CC=CC1CC=C1